N1=NC(=CC2=CC=CC=C12)C(=O)O cinnoline-carboxylic acid